CC(C)CS(=O)(=O)ONC(=O)OC(C)(C)C (R)-1-((tert-butoxycarbonyl)-amino) propan-2-ylmethylsulfonate